N-methyl-1,4-dihydropyridine CN1C=CCC=C1